CC1=C(C(=NC(=N1)C)C1=C(C=CC=C1)OC)C(=O)O methyl-4-(2-methoxyphenyl)-2-methylpyrimidine-5-carboxylic acid